4-(1,3-dioxolan-2-yl)piperidine hydrochloride Cl.O1C(OCC1)C1CCNCC1